7-methoxy-3,4-dihydro-1,6-naphthyridin-2(1H)-one COC1=NC=C2CCC(NC2=C1)=O